pentaerythritol tri-methacrylate C(C(=C)C)(=O)OCC(COC(C(=C)C)=O)(COC(C(=C)C)=O)CO